tert-butyl 4-(6-oxo-5-((3-(trifluoromethyl)pyridin-2-yl)methyl)-5,6-dihydropyrido[2,3-b]pyrazin-7-yl)piperazine-1-carboxylate O=C1C(=CC=2C(=NC=CN2)N1CC1=NC=CC=C1C(F)(F)F)N1CCN(CC1)C(=O)OC(C)(C)C